N1CC(C1)OC1=CC(=C(C(=C1)F)[C@H]1N([C@@H](CC=2C3=CC=CC=C3NC12)C)CC(C)(C)F)F (1R,3R)-1-[4-(azetidin-3-yloxy)-2,6-difluoro-phenyl]-2-(2-fluoro-2-methyl-propyl)-3-methyl-2,3,4,9-tetrahydro-1H-beta-carboline